2-(Diphenylphosphino)benzonitrile C1(=CC=CC=C1)P(C1=C(C#N)C=CC=C1)C1=CC=CC=C1